OC(=O)C(F)(F)F.CN1CCN(CC1)C(=O)OC1=C(C=2C=C3C(=NC2C=C1)C1=CC2=C(C(N1C3)=O)COC([C@]2(O)CC)=O)CN2CCNCC2 (S)-4-ethyl-4-hydroxy-3,14-dioxo-10-(piperazin-1-ylmethyl)-3,4,12,14-tetrahydro-1H-pyrano[3',4':6,7]indolizino[1,2-b]quinolin-9-yl 4-methylpiperazine-1-carboxylate TFA salt